N-({2-[5-Chloro-2-(2H-1,2,3-triazol-2-yl)benzoyl]-4-methyl-2-azabicyclo[3.1.1]heptan-3-yl}methyl)pyrido[2,3-b]pyrazin-2-amin ClC=1C=CC(=C(C(=O)N2C3CC(C(C2CNC=2N=C4C(=NC2)N=CC=C4)C)C3)C1)N1N=CC=N1